SC(C(=O)[O-])S bis-mercaptoacetate